C(C)(C)(C)OC(=O)N1C(C=CC2=CC=C(C=C12)OCCCCCl)=O 1-N-t-butoxycarbonyl-7-(4-chlorobutoxy)-quinolin-2-one